ClC=1C=C(C=CC1F)NC(=O)C1=C2CCC(C2=C(C=C1)F)NC1=NC=CC(=N1)C(=O)N 2-((4-((3-chloro-4-fluorophenyl)carbamoyl)-7-fluoro-2,3-dihydro-1H-inden-1-yl)amino)pyrimidine-4-carboxamide